ClC(C(=O)OC(C)C)=C isopropyl α-chloroacrylate